(S)-N-(chroman-4-yl)-N-methyl-2-(2-methylpyridin-3-yl)benzo[d]Thiazole-6-Formamide O1CC[C@@H](C2=CC=CC=C12)N(C(=O)C1=CC2=C(N=C(S2)C=2C(=NC=CC2)C)C=C1)C